OC(C)C1=NN(C=2C(N(CCOC21)C2=C(C=C(C=C2)C=2N=CC1=C(N2)C=CC(=N1)C(F)(F)F)C)=O)C 3-(1-hydroxyethyl)-1-methyl-7-(2-methyl-4-(6-(trifluoromethyl)-pyrido[3,2-d]pyrimidin-2-yl)phenyl)-6,7-dihydro-1H-pyrazolo[3,4-f][1,4]oxazepin-8(5H)-one